2-(6-(((1r,3s,5s)-8-azabicyclo[3.2.1]oct-3-yl)oxy)pyridazin-3-yl)-5-(4-methyl-1H-pyrazol-1-yl)phenol [C@H]12CC(C[C@H](CC1)N2)OC2=CC=C(N=N2)C2=C(C=C(C=C2)N2N=CC(=C2)C)O